P(=O)(OCC[C@@H](C(=O)O)N)(OCC[N+](C)(C)C)[O-] (S)-3-amino-3-carboxypropyl (2-(trimethylammonio)ethyl) phosphate